N-[4-[(3-chloro-4-fluorophenyl)amino]-7-[3-(4-morpholinyl)propoxy]-6-quinazolinyl]-2-propenamide, dihydrochloride Cl.Cl.ClC=1C=C(C=CC1F)NC1=NC=NC2=CC(=C(C=C12)NC(C=C)=O)OCCCN1CCOCC1